CN(C1=CC(=C(C(=O)NC=2SC(=CN2)[N+](=O)[O-])C=C1)C)C 4-(dimethylamino)-2-methyl-N-(5-nitrothiazol-2-yl)benzamide